ClC1=CC(=C2C(=N1)C(=NN2COCC[Si](C)(C)C)N(S(=O)(=O)C)S(=O)(=O)C)C=O N-(5-chloro-7-formyl-1-((2-(trimethylsilyl)ethoxy)methyl)-1H-pyrazolo[4,3-b]pyridin-3-yl)-N-(methylsulfonyl)methanesulfonamide